CN1C(C(NC2=CC=CC=C12)=O)=O 1-methyl-1,4-dihydroquinoxaline-2,3-dione